FC(C(=O)O)(F)F.C1(=CC=CC=C1)CCN1CC2(C1)CCNCC2 2-(2-Phenylethyl)-2,7-diazaspiro[3.5]nonane 2,2,2-trifluoroacetic acid salt